Cl.Cl.CC1=NC=CC(=C1C)C=1C=CC=C2[C@@H](CCOC12)CNC(OC(C)(C)C)=O tert-butyl (R)-((8-(2,3-dimethylpyridin-4-yl)chroman-4-yl)methyl)carbamate dihydrochloride salt